CNCCC1=CC=C(N)C=C1 4-(2-methylaminoethyl)aniline